5,7,3',4',5'-pentamethoxyflavone COC1=C2C(C=C(OC2=CC(=C1)OC)C1=CC(=C(C(=C1)OC)OC)OC)=O